C1(CCC1)N1CCN(CC1)C(=O)C=1C=CC(=NC1)NC1=C2C(=NC(=C1)OC=1C(=CC(=NC1)C#N)C)N(C=N2)C 5-[7-[[5-(4-cyclobutylpiperazine-1-carbonyl)pyridin-2-yl]amino]-3-methylimidazo[4,5-b]pyridin-5-yl]oxy-4-methylpyridine-2-carbonitrile